4-(2-(5-amino-8-(2,6-dimethylpyridin-4-yl)-3-oxo-7-phenyl-[1,2,4]triazolo[4,3-c]pyrimidin-2(3H)-yl)ethyl)benzoic acid NC1=NC(=C(C=2N1C(N(N2)CCC2=CC=C(C(=O)O)C=C2)=O)C2=CC(=NC(=C2)C)C)C2=CC=CC=C2